N-(4-(5-bromo-4-chloro-3-cyanopyridin-2-yl)benzyl)-5-fluoro-2-methoxybenzamide BrC=1C(=C(C(=NC1)C1=CC=C(CNC(C2=C(C=CC(=C2)F)OC)=O)C=C1)C#N)Cl